ClC1=CC=C(C=N1)CN(C=1C=COC1)CC(F)F 4-[[(6-Chloropyridin-3-yl)methyl](2,2-difluoroethyl)amino]furan